C1(CCCC1)OC1=NC(=CC(=N1)C#C)C 2-(cyclopentyloxy)-4-ethynyl-6-methylpyrimidine